ClC=1C(=CC(=C(C1)NC(=S)N1[C@H]2CC[C@@H]1CC=1C(=NC=CC12)F)F)C(F)(F)F (5S,8R)-N-(5-chloro-2-fluoro-4-(trifluoromethyl)phenyl)-1-fluoro-6,7,8,9-tetrahydro-5H-5,8-epiminocyclohepta[c]pyridine-10-carbothioamide